O=C1NC(CCC1N1C(C2=CC=CC(=C2C1=O)OCCOCC(=O)O)=O)=O 2-[2-[2-(2,6-dioxo-3-piperidyl)-1,3-dioxo-isoindolin-4-yl]oxyethoxy]acetic acid